2-carbamoyl-4-((2R,3R,4S,5R)-3-(2-(difluoromethoxy)-3,4-difluorophenyl)-4,5-dimethyl-5-(trifluoromethyl)tetrahydrofuran-2-carboxamido)pyridine 1-oxide C(N)(=O)C1=[N+](C=CC(=C1)NC(=O)[C@@H]1O[C@]([C@H]([C@@H]1C1=C(C(=C(C=C1)F)F)OC(F)F)C)(C(F)(F)F)C)[O-]